O=C1OCCC1C(CCC(=O)C1C(OCC1)=O)=O 1,4-bis(tetrahydro-2-oxo-3-furanyl)-butan-1,4-dion